ClC=1C(N(C(=CC1OC([2H])([2H])C1=NC=C(C=C1F)F)C)C1=CC(=NC=C1C)N1N=C(C=C1)C1(CCCC1)O)=O 3-chloro-4-((3,5-difluoropyridin-2-yl)methoxy-d2)-2'-(3-(1-hydroxyl-Cyclopentyl)-1H-pyrazol-1-yl)-5',6-dimethyl-2H-[1,4'-bipyridyl]-2-one